ClC1=CC=C(C=C1)N1N=C(C=C1)OCC1=C(N)C=CC=C1 2-(((1-(4-chlorophenyl)-1H-pyrazol-3-yl)oxy)methyl)aniline